C(C)(=O)C(C(NC1=C(C=CC=C1[N+](=O)[O-])Cl)=S)C1=C(C=C(C=C1)C#N)Cl α-acetyl-N-(2-chloro-6-nitrophenyl)-2-chloro-4-cyano-benzeneethane-thioamide